C1(=CC=C(C=C1)C1=CC=CC2=C1N=NO2)C2=CC=CC1=C2N=NO1 p-PHENYLENEBENZOBISOXAZAZOLE